N[C@H](CC1=C(C=2N=C(N=C(C2S1)NCC=1OC=CC1)Cl)C1=CC=C(C=C1)OC)C 6-[(2S)-2-aminopropyl]-2-chloro-N-(2-furylmethyl)-7-(4-methoxyphenyl)thieno[3,2-d]Pyrimidin-4-amine